O[C@@H]1CN(CC1)C(=O)C1=CC(=NC(=C1)C(F)(F)F)C(=O)NC1=CC(=CC=C1)[C@@H](CC1=NN=CN1C)C 4-((S)-3-hydroxypyrrolidine-1-carbonyl)-N-(3-((R)-1-(4-methyl-4H-1,2,4-triazol-3-yl)propan-2-yl)phenyl)-6-(trifluoromethyl)picolinamide